1-(9Z-pentadecenoyl)-2-(11Z-docosenoyl)-glycero-3-phosphoserine CCCCCCCCCC/C=C\CCCCCCCCCC(=O)O[C@H](COC(=O)CCCCCCC/C=C\CCCCC)COP(=O)(O)OC[C@@H](C(=O)O)N